1-(4-chlorobenzyl)-3-(6-(6-methylpyridin-2-yl)-6-azaspiro[3.4]oct-2-yl)urea ClC1=CC=C(CNC(=O)NC2CC3(C2)CN(CC3)C3=NC(=CC=C3)C)C=C1